C(C)(C)(C)OC(NCCCN[C@H](C(C)(C)C)C=1N(C=C(N1)C1=C(C=CC(=C1)F)F)CC1=CC=CC=C1)=O tert-Butyl-[3-({(1R)-1-[1-benzyl-4-(2,5-difluorophenyl)-1H-imidazol-2-yl]-2,2-dimethylpropyl} amino)propyl]carbamat